(E)-N-cyclohexyl-2-(3-(hydroxyamino)-3-oxoprop-1-en-1-yl)benzamide C1(CCCCC1)NC(C1=C(C=CC=C1)\C=C\C(=O)NO)=O